C[C@@H](CC)NC(O[C@H]1C[C@H](CC1)C1=CC(=NN1)NC(CC1=C(C=CC=C1)S(=O)(=O)C)=O)=O (1R,3S)-3-[3-({[2-(methylsulfonyl)phenyl]acetyl} amino)-1H-pyrazol-5-yl]cyclopentyl (2S)-butan-2-ylcarbamate